4-(4-(2,6-dioxopiperidin-3-yl)phenyl)piperazine-1-carboxylic acid tert-butyl ester C(C)(C)(C)OC(=O)N1CCN(CC1)C1=CC=C(C=C1)C1C(NC(CC1)=O)=O